Z-8-undecenyl acetate C(C)(=O)OCCCCCCC\C=C/CC